C(C)(C)(C)OC(=O)N1CCC(CC1)OC[C@@H]1N(CCC[C@@H]1C1=NN(C=C1C)COCC[Si](C)(C)C)C(=O)OC(C)C Isopropyl (CIS)-2-(((1-(tert-butoxycarbonyl)piperidin-4-yl)oxy)methyl)-3-(4-methyl-1-((2-(trimethylsilyl)ethoxy)methyl)-1H-pyrazol-3-yl)piperidine-1-carboxylate